SCCC[C@@H](C(=O)O)NC (S)-5-mercapto-2-(methylamino)pentanoic acid